1-((3s,5r)-1-propenoyl-5-(methoxymethyl)pyrrolidin-3-yl)-3-((2-cyclopropyl-1-ethyl-1H-benzo[d]imidazol-5-yl)ethynyl)-5-(methylamino)-1H-pyrazole-4-carboxamide C(C=C)(=O)N1C[C@H](C[C@@H]1COC)N1N=C(C(=C1NC)C(=O)N)C#CC1=CC2=C(N(C(=N2)C2CC2)CC)C=C1